1,1-Bis-(4-hydroxyphenyl)ethan OC1=CC=C(C=C1)C(C)C1=CC=C(C=C1)O